CC=1N=C(C=2N(C1)C=C(N2)C2=CC(=C1C=C(N=NC1=C2)C2CCN(CC2)CC)F)C 7-(6,8-Dimethylimidazo[1,2-a]pyrazin-2-yl)-3-(1-ethylpiperidin-4-yl)-5-fluorocinnoline